1,3-dimethyl-2-[[4-(dimethylamino)phenyl]azo]-1H-imidazole chloride [Cl-].CN1C(N(C=C1)C)N=NC1=CC=C(C=C1)N(C)C